C(C)(C)OC(C1=CC=CC=C1)=O isopropyl-benzoate